C(C)[C@H]1OC=2C(CN(C1)CC=1C=C(C=CC1C)CC(C(=O)[O-])(C)C)=CC=C1C2OC(O1)(F)F 3-(3-(((R)-9-ethyl-2,2-difluoro-8,9-dihydro-[1,3]dioxolano[4',5':3,4]benzo[1,2-f][1,4]oxazepin-7(6H)-yl) methyl)-4-methylphenyl)-2,2-dimethylpropionate